2-amino-6-hydroxy-2-(3-methoxyphenyl)cyclohexane-1-one NC1(C(C(CCC1)O)=O)C1=CC(=CC=C1)OC